1,3-dimethylimidazolidinone CN1CCN(C1=O)C